2'-chloro-N-(6-(3-(hydroxymethyl)azetidin-1-yl)thiazolo[4,5-b]pyrazin-2-yl)-5'-methoxy-6-methyl-[4,4'-bipyridine]-3-carboxamide ClC1=NC=C(C(=C1)C1=C(C=NC(=C1)C)C(=O)NC=1SC=2C(=NC=C(N2)N2CC(C2)CO)N1)OC